C(C1=CC=CC=C1)OC(=O)NC1(CN(C1)C=1N=C(C2=C(N1)CN(CC2)C(=O)OC(C)(C)C)OC)C tert-butyl 2-(3-(((benzyloxy)carbonyl)amino)-3-methylazetidin-1-yl)-4-methoxy-5,6-dihydropyrido[3,4-d]pyrimidine-7(8H)-carboxylate